COCC(C#N)(C)C 3-methoxy-2,2-dimethylpropionitrile